4,6-dihydroxy-2-(difluoromethyl)pyrimidine OC1=NC(=NC(=C1)O)C(F)F